4-(azetidin-3-yloxy)-3,5-dimethyl-1H-pyrazole N1CC(C1)OC=1C(=NNC1C)C